rac-(1S,2S)-2-(5-((tert-butyldiphenylsilyl)oxy)pentyl)-2-methylcyclopropane-1-carboxylic acid [Si](C1=CC=CC=C1)(C1=CC=CC=C1)(C(C)(C)C)OCCCCC[C@@]1([C@H](C1)C(=O)O)C |r|